FC=1C(=C(C=CC1)C(=O)N1[C@@H]2[C@@H](C[C@H](C1)C2)OC2=NC=CC(=C2)C(F)(F)F)C2=NC=CC=N2 (3-fluoro-2-(pyrimidin-2-yl)phenyl)((1S,4R,6R)-6-((4-(trifluoromethyl)pyridin-2-yl)oxy)-2-azabicyclo[2.2.1]heptan-2-yl)methanone